O=C1CCCCCC2N1CCC2 5-oxodecahydropyrrolo[1,2-a]azocin